FC=1C=C(C=C(C1)F)C1=C(CCP(O1)(OCC)=O)[Se]C1=CC=CC=C1 6-(3,5-Difluorophenyl)-2-ethoxy-5-(phenylselanyl)-3,4-dihydro-1,2-oxaphosphinine 2-oxide